2-[7-[3-[(4-chloro-1-tetrahydropyran-2-yl-indazol-5-yl)amino]-4-methyl-pyrazol-1-yl]-2,3-dihydro-1,4-benzoxazin-4-yl]-N-isopropyl-acetamide ClC1=C2C=NN(C2=CC=C1NC1=NN(C=C1C)C1=CC2=C(N(CCO2)CC(=O)NC(C)C)C=C1)C1OCCCC1